4-bromo-2-methyl-triazole BrC1=NN(N=C1)C